CON(C(=O)C1N(CC(CC1)C)C(=O)OC(C)(C)C)C tert-butyl 2-[methoxy(methyl)carbamoyl]-5-methyl-piperidine-1-carboxylate